ClCCC[Si](Cl)(Cl)Cl (3-chloropropyl)trichlorosilane